di((biphenylyl)triazinyl)carbazole C1(=C(C=CC=C1)C=1C(=NN=NC1)C1=C(C=2NC3=CC=CC=C3C2C=C1)C1=NN=NC=C1C1=C(C=CC=C1)C1=CC=CC=C1)C1=CC=CC=C1